C12CN(CC2C1)C1=NC2=C(C=C(C=C2C(N1C)=O)C)C(C)NC=1C(=NC(=CC1)Cl)C(F)(F)F 2-(3-Azabicyclo[3.1.0]hexan-3-yl)-8-(1-((6-chloro-2-(trifluoromethyl)pyridin-3-yl)amino)ethyl)-3,6-dimethylquinazolin-4(3H)-one